1-cyclopropylmethyl-5-(1H-tetrazol-5-yl)-1H-indole-3-carbonitrile C1(CC1)CN1C=C(C2=CC(=CC=C12)C1=NN=NN1)C#N